cobalt bis(hexafluorophosphate) F[P-](F)(F)(F)(F)F.F[P-](F)(F)(F)(F)F.[Co+2]